NC1=CC=C2C(=N1)CC[C@H]2NC([C@H](C)NC(=O)[C@@H]2NCCC(=C2)C2=CC(=C(C=C2)F)C(F)F)=O (R)-N-((S)-1-(((R)-2-amino-6,7-dihydro-5H-cyclopenta[b]pyridin-5-yl)Amino)-1-oxopropan-2-yl)-4-(3-(difluoromethyl)-4-fluorophenyl)-1,2,5,6-tetrahydropyridine-2-carboxamide